C(C)(C)N=C=N Isopropyl-Carbodiimide